ClC=1C=C(C=C(C1)N1CCN=C(C1)OC)[C@H]1N(CCOC1)C(=O)OC(C)(C)C tert-butyl (R)-3-(3-chloro-5-(5-methoxy-3,6-dihydropyrazin-1(2H)-yl)phenyl)morpholine-4-carboxylate